C(CCCCCCCCCCC)SC(C(=O)[O-])(C)SCCCCCCCCCCCC bis-(dodecylthio)propionate